ClC=1C=C(C=C(C1)C=1N=NN(C1)CC1=NC=C(C=C1F)C=1OC(=NN1)C(F)F)CN(C)C 1-(3-chloro-5-(1-((5-(5-(difluoromethyl)-1,3,4-oxadiazol-2-yl)-3-fluoropyridin-2-yl)methyl)-1H-1,2,3-triazol-4-yl)phenyl)-N,N-dimethylmethylamine